(S)-6-(((2-(difluoromethyl)-1-oxo-1,2-dihydroisoquinolin-5-yl)(1-(1-(trifluoromethyl)cyclopropyl)-1H-1,2,3-triazol-4-yl)methyl)amino)-4-(neopentylamino)quinoline-3,8-dicarbonitrile FC(N1C(C2=CC=CC(=C2C=C1)[C@@H](C=1N=NN(C1)C1(CC1)C(F)(F)F)NC=1C=C2C(=C(C=NC2=C(C1)C#N)C#N)NCC(C)(C)C)=O)F